N1N=CC(=C1)C=1C=C(C=NC1)C=1N=NN(C1)CC1=C(C=C(C=C1)C=1OC(=NN1)C(F)F)F 2-(4-((4-(5-(1H-pyrazol-4-yl)pyridin-3-yl)-1H-1,2,3-triazol-1-yl)methyl)-3-fluorophenyl)-5-(difluoromethyl)-1,3,4-oxadiazole